FC=1C=C(C=C(C1)F)N1N=NC(=C1)C(CC)N1C=C(C2=C1N=CN=C2N)C=2C=NC(=NC2)C(F)(F)F 7-{1-[1-(3,5-difluorophenyl)-1H-1,2,3-triazol-4-yl]Propyl}-5-[2-(trifluoromethyl)pyrimidin-5-yl]-7H-pyrrolo[2,3-d]Pyrimidin-4-amine